2,3,4,5-tetrafluoro-6-methoxybenzenesulfonyl chloride FC1=C(C(=C(C(=C1F)F)F)OC)S(=O)(=O)Cl